3-(4-((4-(methylsulfonyl)piperazin-1-yl)methyl)-3-(trifluoromethyl)phenyl)urea CS(=O)(=O)N1CCN(CC1)CC1=C(C=C(C=C1)NC(N)=O)C(F)(F)F